3-methyl-propen CCC=C